FC(S(=O)(=O)[O-])(F)F.FC(S(=O)(=O)[O-])(F)F.C(CCC)[N+](CCCC)(CCCC)CCCC.C(CCC)[N+](CCCC)(CCCC)CCCC tetrabutylammonium bistrifluoromethanesulfonate